ClC=1C=C(C=C(C1OC1=NNC(C(=C1)C(C)C)=O)Cl)C=1C(NC(N(N1)C(F)F)=O)=O 6-[3,5-dichloro-4-[(5-isopropyl-6-oxo-1H-pyridazin-3-yl)oxy]phenyl]-2-(difluoromethyl)-4H-1,2,4-triazine-3,5-dione